O1C(CCCC1)OCC12COC(CC1)(CC2)C(C)=O 1-(4-(((tetrahydro-2H-pyran-2-yl)oxy)methyl)-2-oxabicyclo[2.2.2]oct-1-yl)ethan-1-one